2-(6-(1,1'-biphenyl-4-yl)-dibenzothiophen-4-yl)-4,6-diphenyl-1,3,5-triazine C1(=CC=C(C=C1)C1=CC=CC=2C3=C(SC21)C(=CC=C3)C3=NC(=NC(=N3)C3=CC=CC=C3)C3=CC=CC=C3)C3=CC=CC=C3